tri(triethylphenoxy)phenol C(C)C1=C(C(=C(OC2=C(C(=C(C=C2)O)OC2=C(C(=C(C=C2)CC)CC)CC)OC2=C(C(=C(C=C2)CC)CC)CC)C=C1)CC)CC